NC1=NC=NN2C1=C(C(=C2)C=2C=NC(=CC2C)C#C)C2=CC[C@@H](CC2)C(=O)N2[C@@H](CCC2)C ((R)-4-(4-amino-6-(6-ethynyl-4-methylpyridin-3-yl)pyrrolo[2,1-f][1,2,4]triazin-5-yl)cyclohex-3-en-1-yl)((R)-2-methylpyrrolidin-1-yl)methanone